2-bromobenzo[4,5]imidazo[1,2-a]pyridine BrC=1C=CC=2N(C1)C1=C(N2)C=CC=C1